5-fluoro-3-(4-methoxybenzyl)-7-((1-(2-(4-nitrophenoxy)ethyl)piperidin-4-yl)methoxy)-2-(((tetrahydro-2H-pyran-4-yl)thio)methyl)quinazolin-4(3H)-one FC1=C2C(N(C(=NC2=CC(=C1)OCC1CCN(CC1)CCOC1=CC=C(C=C1)[N+](=O)[O-])CSC1CCOCC1)CC1=CC=C(C=C1)OC)=O